3-pentylbenzene-1,3,5-tricarboxylic acid C(CCCC)C1(CC(=CC(=C1)C(=O)O)C(=O)O)C(=O)O